C(C)(C)(C)OC(=O)N[C@H](C(=O)OC(C)(C)C)CNC(=O)N tert-butyl (S)-2-((tert-Butoxycarbonyl) amino)-3-ureido-propionate